C(#N)C1(N(CCC2=CC=CC=C12)C)C1=CC=C(C=C1)Cl 1-cyano-1-(4-Chlorophenyl)-2-methyl-1,2,3,4-tetrahydroisoquinoline